((6-((4-tert-butyl diphenylsilyloxy-butyl)(methyl)amino)undecane-1,11-diyl)bis(sulfanediyl))bis-(octane-1,2-diyl)-bis(adamantane-1-carboxylate) [Si](C1=CC=CC=C1)(C1=CC=CC=C1)(C(C)(C)C)OCCCCN(C(CCCCCSCC(CCCCCC)C1C2(CC3CC(CC1C3)C2)C(=O)[O-])CCCCCSCC(CCCCCC)C2C3(CC1CC(CC2C1)C3)C(=O)[O-])C